O=C1NC(CCC1N1C(C2=CC(=CC(=C2C1=O)OCC(=O)OC(C)(C)C)O)=O)=O tert-butyl 2-[2-(2,6-dioxo-3-piperidyl)-6-hydroxy-1,3-dioxo-isoindolin-4-yl]oxyacetate